1-(6-(7,7-dimethyl-4-(((2S)-4-methyl-1-(1H-1,2,4-triazol-1-yl)-2-pentanyl)amino)-5,6,7,8-tetrahydro-2-quinazolinyl)-2,6-diazaspiro[3.4]octan-2-yl)-2-propen-1-one CC1(CCC=2C(=NC(=NC2C1)N1CC2(CN(C2)C(C=C)=O)CC1)N[C@H](CN1N=CN=C1)CC(C)C)C